2-chloro-4-fluoro-N-(4-fluorophenyl)aniline ClC1=C(NC2=CC=C(C=C2)F)C=CC(=C1)F